2-(4-Bromo-1-naphthalenyl)-4,6-diphenyl-[1,3,5]triazin BrC1=CC=C(C2=CC=CC=C12)C1=NC(=NC(=N1)C1=CC=CC=C1)C1=CC=CC=C1